3-[[(4,6-dichloropyridin-3-yl)methyl](2,6-difluoro-3,5-dimethoxyphenyl)amino]-3-oxopropionic acid ethyl ester C(C)OC(CC(=O)N(C1=C(C(=CC(=C1F)OC)OC)F)CC=1C=NC(=CC1Cl)Cl)=O